(S)-2-amino-3-((S)-3-oxo-3,4-dihydro-2H-pyrido[3,2-b][1,4]oxazin-2-yl)propenamide dihydrochloride Cl.Cl.NC(C(=O)N)=C[C@H]1C(NC2=C(O1)C=CC=N2)=O